N-(4-(4-amino-7-methyl-5-(2-oxo-1,2,3,4-tetrahydroquinolin-6-yl)-7H-pyrrolo[2,3-d]pyrimidin-6-yl)phenyl)methacrylamide NC=1C2=C(N=CN1)N(C(=C2C=2C=C1CCC(NC1=CC2)=O)C2=CC=C(C=C2)NC(C(=C)C)=O)C